C=C(COC(CC#N)C)CC 3-(2-methylenebutoxy)butanenitrile